2-(5-(4-Chlorophenyl)thiophen-2-yl)-N-(2-morpholinoethyl)acetamid hydrochlorid Cl.ClC1=CC=C(C=C1)C1=CC=C(S1)CC(=O)NCCN1CCOCC1